3-(6-Chloro-3-methoxy-2-methylphenyl)-6-(6-morpholinopyridin-3-yl)-7-p-tolyl-3,7-dihydro-4H-pyrrolo[2,3-d]pyrimidin-4-one ClC1=CC=C(C(=C1N1C=NC2=C(C1=O)C=C(N2C2=CC=C(C=C2)C)C=2C=NC(=CC2)N2CCOCC2)C)OC